silicon-zirconium aluminum [Al].[Zr].[Si]